(difluoro(4-fluorophenoxy)methyl)-5-(1H-tetrazol-5-yl)pyridine FC(OC1=CC=C(C=C1)F)(F)C1=NC=C(C=C1)C1=NN=NN1